7H-cyclopenta[c]pyridine C1=NC=CC2=C1CC=C2